FC1=C(C=CC(=C1)OC(F)(F)F)C1(CC1)C(=O)NC=1C=CC(=C(C(=O)OC)C1)C=1C=NN(C1)C(C)C Methyl 5-[({1-[2-fluoro-4-(trifluoromethoxy) phenyl] cyclopropyl} carbonyl) amino]-2-(1-isopropyl-1H-pyrazol-4-yl)benzoate